[NH4+].C=O formaldehyde ammonium salt